ClCC1OC(OC1)=S 4-chloromethyl-1,3-dioxolan-2-thione